The molecule is an organic cation that is the conjugate acid of 15-methylhexadecasphing-4-enine-1-phosphocholine, obtained by protonation of the primary amino function; major species at pH 7.3. It is an ammonium ion derivative and an organic cation. It is a conjugate acid of a 15-methylhexadecasphing-4-enine-1-phosphocholine. CC(C)CCCCCCCCC/C=C/[C@H]([C@H](COP(=O)([O-])OCC[N+](C)(C)C)[NH3+])O